2-(3-(4-chlorophenyl)-5-(cyclopropylmethyl)-4-(3-fluoro-4-sulfamoylbenzyl)-1H-pyrazol-1-yl)thiazole-4-carboxylic acid ClC1=CC=C(C=C1)C1=NN(C(=C1CC1=CC(=C(C=C1)S(N)(=O)=O)F)CC1CC1)C=1SC=C(N1)C(=O)O